N-{3-Fluoro-4-[6-methoxy-7-(1-methyl-piperidin-4-ylmethoxy)-quinolin-4-yloxy]-phenyl}-N'-methyl-N'-phenethyl-oxalamide FC=1C=C(C=CC1OC1=CC=NC2=CC(=C(C=C12)OC)OCC1CCN(CC1)C)NC(C(=O)N(CCC1=CC=CC=C1)C)=O